5-sulfo-isophthalic acid monosodium salt [Na+].S(=O)(=O)([O-])C=1C=C(C=C(C(=O)O)C1)C(=O)O